(R)-8-chloro-3-(4-chlorophenyl)-2,3-dihydro-[1,4]dioxino[2,3-b]pyridine ClC1=C2C(=NC=C1)O[C@@H](CO2)C2=CC=C(C=C2)Cl